ClC=1C=NC(=C(C(=O)NC2CCC(CC2)CN2C(C(C3=C(C=CC=C23)F)(O)C2=C(C=NC=C2)F)=O)C1)C(F)F 5-chloro-2-(difluoromethyl)-N-((1r,4r)-4-((4-fluoro-3-(3-fluoropyridin-4-yl)-3-hydroxy-2-oxoindolin-1-yl)methyl)cyclohexyl)nicotinamide